1-(2,2-difluoroethyl)-5-methyl-6-(2-(4-methyl-2-(trifluoromethyl)pyrimidin-5-yl)-2,8-diazaspiro[4.5]decan-8-yl)-1,5-dihydro-4H-pyrazolo[3,4-d]pyrimidin-4-one FC(CN1N=CC2=C1N=C(N(C2=O)C)N2CCC1(CCN(C1)C=1C(=NC(=NC1)C(F)(F)F)C)CC2)F